perfluorotetradecyl-trimethoxysilane FC(O[Si](OC(F)(F)F)(OC(F)(F)F)C(C(C(C(C(C(C(C(C(C(C(C(C(C(F)(F)F)(F)F)(F)F)(F)F)(F)F)(F)F)(F)F)(F)F)(F)F)(F)F)(F)F)(F)F)(F)F)(F)F)(F)F